FC1(CCN(CCC1)C=1C(=NC2=CC=CC=C2N1)C(=O)NC1=CN=NC(=C1)OC)F 3-(4,4-difluoroazepan-1-yl)-N-(6-methoxy-pyridazin-4-yl)quinoxaline-2-carboxamide